C(C)N(CC#CC1=CC2=C(N=C3N2[C@H]2C4=C(C(N([C@@H]3C2)C([2H])([2H])[2H])=O)C=CC=C4OC(F)F)C=C1)CC (7R,14R)-11-(3-(diethylamino)prop-1-yn-1-yl)-1-(difluoromethoxy)-6-(methyl-d3)-6,7-dihydro-7,14-methanobenzo[f]benzo[4,5]imidazo[1,2-a][1,4]diazocin-5(14H)-one